8-(4-(benzo[d]thiazol-5-yloxy)butyl)-6,6a,7,8,9,10-hexahydropyrazino[1,2-a]thieno[4,3,2-de]quinoline S1C=NC2=C1C=CC(=C2)OCCCCN2CC1N(C=3C=CC=C4C3C(C1)=CS4)CC2